1-(2-hydroxyethyl)-4-oxo-1,4-dihydroquinoline-3-carboxylic acid OCCN1C=C(C(C2=CC=CC=C12)=O)C(=O)O